N1(CCC1)C(CN1C(N(C2=NC=C(C=C21)C=2SC(=CC2)C(F)(F)F)C)=O)=O 1-[2-(azetidin-1-yl)-2-oxo-ethyl]-3-methyl-6-[5-(trifluoromethyl)-2-thienyl]imidazo[4,5-b]pyridin-2-one